(1-(4-(4-((3-(3,6-difluoropyridin-2-yl)-1-((1r,4r)-4-ethoxycyclohexyl)-1H-pyrazol-4-yl) carbamoyl) thiazol-2-yl)-1H-pyrazol-1-yl) ethyl) phosphate tert-butyl-acetate sodium salt [Na+].C(C)(C)(C)OC(C)=O.P(=O)(OC(C)N1N=CC(=C1)C=1SC=C(N1)C(NC=1C(=NN(C1)C1CCC(CC1)OCC)C1=NC(=CC=C1F)F)=O)([O-])[O-].[Na+]